methyl (R)-2-((tert-butoxycarbonyl)amino)-3-(4-(4-(4-(2-((tert-butoxycarbonyl)amino)-2-methylpropanoyl)piperazine-1-carboxamido)-2-oxopyrimidin-1(2H)-yl)phenyl)propanoate C(C)(C)(C)OC(=O)N[C@@H](C(=O)OC)CC1=CC=C(C=C1)N1C(N=C(C=C1)NC(=O)N1CCN(CC1)C(C(C)(C)NC(=O)OC(C)(C)C)=O)=O